4-ethoxy-1-(4-fluorophenyl)-2-oxo-1,2-dihydro-3-pyridinecarboxamide C(C)OC1=C(C(N(C=C1)C1=CC=C(C=C1)F)=O)C(=O)N